N1C=CC2=CC(=CC=C12)C1=CC=C(C=O)C=C1 4-(1H-INDOL-5-YL)BENZALDEHYDE